2,4-dibromo-3-fluoro-1,5-difluorodiiodobenzene BrC1(C(C=C(C(=C1F)Br)F)(F)I)I